CC=1C(=NC=CC1CN1C[C@@H](CCC1)N)C(=O)NC1=CC=C(C=C1)C=1NC2=NC=NC(=C2C1)N1CCOCC1 methyl-N-[p-(4-morpholino-1H-1,5,7-triazainden-2-yl)phenyl]-4-{[(R)-3-amino-1-piperidyl]methyl}-2-pyridinecarboxamide